2-chloro-6-(3-(4-phenyl-1H-pyrazol-1-yl)phenoxy)-4-(1H-pyrazol-1-yl)pyridine ClC1=NC(=CC(=C1)N1N=CC=C1)OC1=CC(=CC=C1)N1N=CC(=C1)C1=CC=CC=C1